C(C)N1C(NC2=CC(=CC=C2C1=O)CN1CCN(CC1)C=1C=CC(=NC1Cl)C(=O)NC)=O 5-(4-((3-ethyl-2,4-dioxo-1,2,3,4-tetrahydroquinazolin-7-yl)methyl)piperazin-1-yl)-6-chloro-N-methylpyridinecarboxamide